NCC(CN1N=C(N(C1=O)CC=1SC(=CC1)C1=CC=C(C=C1)N1CCNCC1)C)=C(F)F 2-[2-(aminomethyl)-3,3-difluoro-allyl]-5-methyl-4-[[5-(4-piperazin-1-ylphenyl)-2-thienyl]methyl]-1,2,4-triazol-3-one